aspartic acid magnesium salt [Mg+2].N[C@@H](CC(=O)[O-])C(=O)[O-]